2-(Hydroxymethyl)homomorpholine hydrochloride Cl.OCC1CNCCCO1